[C-]#N.C(CCCCCCCCC)[NH+]1CC(CCC1)CC 1-Decyl-3-ethylpiperidinium cyanid